BrC=1C(=C(C=CC1)C1=C(C(=CC=C1)C1=CC=2N(C(C(=CN2)CN(C(OC(C)(C)C)=O)C[C@H]2NC(CC2)=O)=O)C=C1)Cl)Cl tert-Butyl (S)-((8-(3'-bromo-2,2'-dichloro-[1,1'-biphenyl]-3-yl)-4-oxo-4H-pyrido[1,2-a]pyrimidin-3-yl)methyl)((5-oxopyrrolidin-2-yl)methyl)carbamate